O=C1NC(CCC1N1C(N(C2=C1C=CC=C2CN2CCC(CC2)CCC2CCN(CC2)C(=O)OC(C)(C)C)C)=O)=O tert-butyl 4-[2-[1-[[1-(2,6-dioxo-3-piperidyl)-3-methyl-2-oxo-benzimidazol-4-yl] methyl]-4-piperidyl]ethyl]piperidine-1-carboxylate